O=C1N(C(C2=CC=CC=C12)=O)[C@@]1([C@H](OC(C(F)(F)F)=NC2=CC=CC=C2)O[C@@H]([C@H]([C@@H]1O)O[C@H]1[C@H](OCC2=CC=CC=C2)[C@@H](OCC2=CC=CC=C2)[C@@H](OCC2=CC=CC=C2)[C@H](O1)COCC1=CC=CC=C1)CO)O 2-(1,3-dioxo-1,3-dihydro-2H-isoindol-2-yl)-4-O-(2,3,4,6-tetra-O-benzyl-β-D-galactopyranosyl)-1-O-(2,2,2-trifluoro-N-phenylethanimidoyl)-β-D-glucopyranose